NCCNC(C1=C(C=CC(=C1)C=1C(=NC=CC1)OCC)N1[C@@H](CN(CC1)C(C1=C(C=C(C=C1)F)Cl)=O)CC)=O N-(2-aminoethyl)-2-[(2R)-4-(2-chloro-4-fluorobenzoyl)-2-ethylpiperazin-1-yl]-5-(2-ethoxypyridin-3-yl)benzamide